2-(4-cyclopropyl-6-methoxypyrimidin-5-yl)-4-((4-(1-isopropyl-4-(trifluoromethyl)-1H-imidazol-2-yl)benzyl)oxy)quinazoline C1(CC1)C1=NC=NC(=C1C1=NC2=CC=CC=C2C(=N1)OCC1=CC=C(C=C1)C=1N(C=C(N1)C(F)(F)F)C(C)C)OC